((4-fluoro-4-(((trans-2-phenylcyclopropyl)amino)methyl)piperidin-1-yl)methyl)benzonitrile FC1(CCN(CC1)CC1=C(C#N)C=CC=C1)CN[C@H]1[C@@H](C1)C1=CC=CC=C1